4-(vinyloxy)-1-butanol C(=C)OCCCCO